acetic acid 8-p-menthyl ester C1(CCC(CC1)C(C)(C)OC(C)=O)C